FC1=C(C=CC(=C1)F)C(C#N)=C1CCN(CC1)C(=O)N1CCC(CC1)O 2-(2,4-difluorophenyl)-2-(1-(4-hydroxypiperidine-1-carbonyl)piperidin-4-ylidene)acetonitrile